(E)-1-(4-((3-Chloro-4-((6-methylpyridin-3-yl)oxy)phenyl)amino)-5-methyl-5,6-dihydropyrido[4',3':4,5]thieno[2,3-d]pyrimidin-7(8H)-yl)-4-(dimethylamino)but-2-en-1-one ClC=1C=C(C=CC1OC=1C=NC(=CC1)C)NC=1C2=C(N=CN1)SC1=C2C(CN(C1)C(\C=C\CN(C)C)=O)C